NC1=NC=CC(=C1)C=1SC(=CN1)C(=O)O 2-(2-aminopyridin-4-yl)thiazole-5-carboxylic acid